ClC=1C=CC=2C(=C3N(C2C1C=1C(=NN(C1C)C)C)C[C@H](N=C3)CC)CCCOC3=CC(=C(C(=C3)C)Cl)C (R)-7-chloro-10-(3-(4-chloro-3,5-dimethylphenoxy)propyl)-3-ethyl-6-(1,3,5-trimethyl-1H-pyrazol-4-yl)-3,4-dihydropyrazino[1,2-a]indol